C(C1=CC=CC=C1)OC=1C(=C(C(=O)O[C@H]2[C@@H](OC3=CC(=CC(=C3C2)OCC2=CC=CC=C2)OCC2=CC=CC=C2)C2=CC(=C(C(=C2)OCC2=CC=CC=C2)O)OCC2=CC=CC=C2)C=C(C1OCC1=CC=CC=C1)OCC1=CC=CC=C1)F (2S,3R)-5,7-bis(benzyloxy)-2-(3,5-bis(benzyloxy)-4-hydroxyphenyl)chroman-3-yl 3,4,5-tris(benzyloxy)-2-fluorobenzoate